CN(C=1C=CC(=C(C1)N1/C(/SCC1=O)=N/C(=O)NC1=CC=C(C=C1)C=1N=CN(C1)C1=NC=C(C=C1)C(F)(F)F)C(C)C)C (Z)-1-(3-(5-(dimethylamino)-2-isopropylphenyl)-4-oxothiazolidin-2-ylidene)-3-(4-(1-(5-(trifluoromethyl)pyridin-2-yl)-1H-imidazol-4-yl)phenyl)urea